OCC1=C(C=C(C=C1)COC1OCCCC1)C1OCCC1O (2-(hydroxymethyl)-5-((tetrahydro-2H-pyran-2-yl-oxy)methyl)phenyl)tetrahydrofuran-3-ol